6-(4-fluorophenyl)-N-((6-methylpyridazin-3-yl)methyl)pteridin-4-amine FC1=CC=C(C=C1)C=1N=C2C(=NC=NC2=NC1)NCC=1N=NC(=CC1)C